BrCC1=CC=CC2=C1N=C(O2)OC 4-(bromomethyl)-2-methoxy-1,3-benzoxazole